FC(C1=NN=C(O1)N1C(N(C2=C1C=CC(=C2)F)CCF)=O)F 1-[5-(difluoromethyl)-1,3,4-oxadiazol-2-yl]-5-fluoro-3-(2-fluoroethyl)benzimidazol-2-one